C(C)(C)(C)OC(N[C@H]1C[C@@H](OC[C@H]1CC)C(=O)N1[C@H](C2=CC=CC=C2CC1)C1=CC=C(C=C1)F)=O ((2r,4S,5S)-5-ethyl-2-((S)-1-(4-fluorophenyl)-1,2,3,4-tetrahydroisoquinoline-2-carbonyl)tetrahydro-2H-pyran-4-yl)carbamic acid tert-butyl ester